Rac-6-(1-isopropyl-1H-pyrazol-3-yl)-4-(((1R,3S)-3-methoxycyclopentyl)amino)thieno[2,3-d]pyrimidine-2-carboxamide C(C)(C)N1N=C(C=C1)C1=CC2=C(N=C(N=C2N[C@H]2C[C@H](CC2)OC)C(=O)N)S1 |r|